1-(4-cyano-1-phenyl-3-(trifluoromethyl)-1H-pyrazol-5-yl)-3-((3S,4R)-4-(3,4-difluorophenyl)-1-(2-methoxyethyl)pyrrolidin-3-yl)urea C(#N)C=1C(=NN(C1NC(=O)N[C@@H]1CN(C[C@H]1C1=CC(=C(C=C1)F)F)CCOC)C1=CC=CC=C1)C(F)(F)F